C(C)(C)(CC)OOC(C(=O)[O-])(CCCC)CC tertiary amylperoxy-2-ethylhexanoate